CC(C(=O)O)(C)C1=CC(=CC=C1)OC1=CC(=CC=C1)C(NC)=O 2-methyl-2-(3-(3-(methylcarbamoyl)phenoxy)phenyl)propanoic acid